(4-{2-azaspiro[3.3]hept-2-yl}phenyl)methylamine C1N(CC12CCC2)C2=CC=C(C=C2)CN